OC(C)C=1NC(C2=C(N1)SC(=C2)C)=O 2-(1-hydroxyethyl)-6-methylthieno[2,3-d]pyrimidin-4(3H)-one